3-(3-chloro-4-(2-(2-methylthieno[2,3-d]pyrimidin-4-yl)cyclopropyl)benzamido)-1-(hydroxymethyl)-8-azabicyclo[3.2.1]octane-8-carboxylate ClC=1C=C(C(=O)NC2CC3(CCC(C2)N3C(=O)[O-])CO)C=CC1C1C(C1)C=1C3=C(N=C(N1)C)SC=C3